trans-N-[8-amino-6-(1,4-dimethyl-2-oxo-3-pyridyl)-3-isoquinolyl]-2-fluoro-cyclopropane-1-carboxamide NC=1C=C(C=C2C=C(N=CC12)NC(=O)[C@H]1[C@@H](C1)F)C=1C(N(C=CC1C)C)=O